CC=1OC2=C(C1C1(CC1)CO)C=C(C=C2)OCC2=C(N=CS2)C (1-{2-methyl-5-[(4-methyl-1,3-thiazol-5-yl)methoxy]-1-benzofuran-3-yl}cyclopropyl)methanol